COC(CC(C)(C)C1=CC=C(C=C1)CNC(=O)OC(C)(C)C)=O 3-(4-((tert-Butoxycarbonylamino)methyl)phenyl)-3-methylbutanoic acid methyl ester